C(#N)C=1C(=CC(=NC1N1[C@H](CC1)C)N1C[C@@H]2C([C@@H]2C1)[C@H](C(=O)OCC)C)C(F)(F)F ethyl (R)-2-((1R,5S,6R)-3-(5-cyano-6-((S)-2-methylazetidin-1-yl)-4-(trifluoromethyl)pyridin-2-yl)-3-Azabicyclo[3.1.0]hexan-6-yl)propionate